BrC1=CC=C(C=C1)N(C=1C=C2CCC2=CC1)C1=CC=C(C=C1)Br N,N-bis(4-bromophenyl)-bicyclo[4.2.0]oct-1,3,5-trien-3-amine